O=C1C=C(N=C2N1C=CS2)C(=O)O 5-oxothiazolo[3,2-a]Pyrimidine-7-carboxylic acid